5-(4-(Hexyloxy)-1,2,5-thiadiazol-3-yl)-1-methyl-1-(1-(((tridecyloxy)carbonyl)oxy)propyl)-1,2,3,6-tetrahydropyridin-1-ium formate C(=O)[O-].C(CCCCC)OC=1C(=NSN1)C1=CCC[N+](C1)(C(CC)OC(=O)OCCCCCCCCCCCCC)C